Cl.S(=O)(=O)(NN)NN sulfuric acid dihydrazide, monohydrochloride